CN(C(C(CC(=O)N)C1CC(CCC1C(C)C)C)=O)C (+/-)-N,N-DIMETHYL-MENTHYL-SUCCINAMIDE